BrC1=CC(=C(CC2NC(=NOC2)C=2N=C(N=NC2OC2=C(C(=CC=C2)C2CC2)F)C)C=C1)C 5-(4-bromo-2-methylbenzyl)-3-[6-(3-cyclopropyl-2-fluorophenoxy)-3-methyl-1,2,4-triazin-5-yl]-5,6-dihydro-4H-1,2,4-oxadiazine